OP(O)(=O)OP(=O)(O)O.C(\C=C(/C)\CCC=C(C)C)N=[N+]=[N-] geranylazide diphosphate